N-(4-chloro-3-(2-(methylthio)-8,9-dihydroimidazo[1',2':1,6]pyrido[2,3-d]pyrimidin-6-yl)phenyl)-4-(trifluoromethyl)picolinamide ClC1=C(C=C(C=C1)NC(C1=NC=CC(=C1)C(F)(F)F)=O)C1=CC2=C(N=C(N=C2)SC)N2C1=NCC2